C(C)OC(CC)OCOC(=O)C1C2C3C4C=CC(C3C(C1)C2)C4 8-(1-ethoxypropyloxymethyloxycarbonyl)-tetracyclo[4.4.0.12,5.17,10]-3-dodecene